2,4-diisopropyl-6-methoxy-8-(6-methyl-7-oxo-6,7-dihydro-1H-pyrrolo[2,3-c]pyridin-4-yl)-2H-1,4-benzoxazin-3(4H)-one C(C)(C)C1OC2=C(N(C1=O)C(C)C)C=C(C=C2C=2C1=C(C(N(C2)C)=O)NC=C1)OC